BrC=1C=C(C=NNS(=O)(=O)C2=CC=C(C=C2)C)C=C(C1OC)F N'-(3-bromo-5-fluoro-4-methoxybenzylidene)-4-methylbenzenesulfonohydrazide